C(C)(=O)NC=1SC(=CN1)N1N=CC(=C1)C=1C(=CC(=C(C(=O)NC2CC2)C1)F)Cl 5-[1-(2-acetylamino-thiazol-5-yl)-1H-pyrazol-4-yl]-4-chloro-N-cyclopropyl-2-fluoro-benzamide